FC=1C=C2C(C(=CN(C2=NC1N1CCOCC1)C1=C(C=C(C=C1F)F)F)C(=O)NC(C(C(F)(F)F)(F)F)CC)=O 6-Fluoro-7-(morpholin-4-yl)-4-oxo-N-[1,1,1,2,2-pentafluoropentan-3-yl]-1-(2,4,6-trifluoro-phenyl)-1,4-dihydro-1,8-naphthyridine-3-carboxamide